1-(mesitylene-2-sulfonyl)-3-nitro-1H-1,2,4-triazol C1(=C(C(=CC(=C1)C)C)S(=O)(=O)N1N=C(N=C1)[N+](=O)[O-])C